1,4-bis(4-carboxyl-phenoxy)naphthalene C(=O)(O)C1=CC=C(OC2=CC=C(C3=CC=CC=C23)OC2=CC=C(C=C2)C(=O)O)C=C1